zinc bis(cyclohexyl) dithiophosphate P(=S)(SC1CCCCC1)(OC1CCCCC1)[O-].[Zn+2].C1(CCCCC1)SP(=S)(OC1CCCCC1)[O-]